N-(3-(difluoromethyl)-4-fluorophenyl)-2,3-dihydro-1H-pyrrolizine-7-carboxamide FC(C=1C=C(C=CC1F)NC(=O)C=1C=CN2CCCC12)F